2-((6-cyclopropyl-8-(4-fluoropiperidin-4-yl)imidazo[1,2-a]pyridin-2-yl)methyl)isoindoline-1,3-dione C1(CC1)C=1C=C(C=2N(C1)C=C(N2)CN2C(C1=CC=CC=C1C2=O)=O)C2(CCNCC2)F